2-(1-(difluoromethyl)-1H-pyrazol-5-yl)benzo[b]thiophene-3-carbonitrile FC(N1N=CC=C1C1=C(C2=C(S1)C=CC=C2)C#N)F